C(C)OC1=CC2=C(N=C(S2)NN)C=C1 (6-ethoxy-benzothiazol-2-yl)-hydrazine